CC=1C=C(C=C(C1)C)NC1=C2C(=NC=N1)N(N=C2)C2=CC=C(C=C2)OC 4-(3,5-dimethylphenyl)amino-1-(4-methoxyphenyl)-1H-pyrazolo[3,4-d]pyrimidine